ClC=1C=C(C=C(C1)F)NC=1N=NC(=CN1)CNC(OC(C)(C)C)=O tert-butyl ((3-((3-chloro-5-fluorophenyl)amino)-1,2,4-triazin-6-yl)methyl)carbamate